C(C1=CC=CC=C1)O[C@H]1C(O[C@@H]([C@H]1OCC1=CC=CC=C1)COCC1=CC=CC=C1)C1=CN=C2C(=NC=NN21)NC2CCCC2 7-[(3S,4R,5R)-3,4-bis(benzyloxy)-5-[(benzyloxy)methyl]oxolan-2-yl]-N-cyclopentylimidazo[2,1-f][1,2,4]triazin-4-amine